2-[[(1R)-1-(3,6-dimethyl-2-methylsulfinyl-4-oxo-quinazolin-8-yl)ethyl]amino]benzoic acid CN1C(=NC2=C(C=C(C=C2C1=O)C)[C@@H](C)NC1=C(C(=O)O)C=CC=C1)S(=O)C